(R)-6-(3-(((tert-butyl-diphenyl-silyl)oxy)methyl)pyrrolidin-1-yl)-1-methyl-1,3-dihydro-2H-benzo[d]imidazol-2-one C(C)(C)(C)[Si](OC[C@H]1CN(CC1)C=1C=CC2=C(N(C(N2)=O)C)C1)(C1=CC=CC=C1)C1=CC=CC=C1